5-((4-(4-fluoro-1-methyl-1H-indol-3-yl)Pyrimidin-2-yl)amino)-6-methoxypyridin-3-yl-acrylamide FC1=C2C(=CN(C2=CC=C1)C)C1=NC(=NC=C1)NC=1C=C(C=NC1OC)C(C(=O)N)=C